ethoxynaphthyl-triethoxysilane C(C)OCCO[Si](OCC)(OCC)C1=CC=CC2=CC=CC=C12